COC1=C(C=CC(=C1)N)NC(C1=CC=C(C=C1)F)=O N-(2-methoxy-4-aminophenyl)-4-fluorobenzamide